(4S)-4-amino-N-(3-bromo-2-methyl-phenyl)-4,5,6,7-tetrahydropyrazolo[1,5-a]pyridine-2-carboxamide N[C@@H]1C=2N(CCC1)N=C(C2)C(=O)NC2=C(C(=CC=C2)Br)C